ClC=1C=NC(=NC1)NC1CCN(CC1)S(=O)(=O)C=1C=C(C=CC1)C(C)N1CCC(CC1)C1=CC=C2C(=NN(C2=C1)C)N1C(NC(CC1)=O)=O 1-(6-(1-(1-(3-((4-((5-chloropyrimidin-2-yl)amino)piperidin-1-yl)sulfonyl)phenyl)-ethyl)piperidin-4-yl)-1-methyl-1H-indazol-3-yl)dihydropyrimidine-2,4(1H,3H)-dione